2-methoxy-4-methylphenyl carbonate ethyl-carbonate C(C)OC(O)=O.C(OC1=C(C=C(C=C1)C)OC)(O)=O